ClC1=NC(=CC(=C1)C(CN(C(OC(C)(C)C)=O)[C@H](CO)C)O)Cl tert-butyl (2-(2,6-dichloropyridin-4-yl)-2-hydroxyethyl)((S)-1-hydroxypropan-2-yl)carbamate